FC1=C(C2=C(OCCO2)C=C1F)NC1=NC=2N(C(=C1)NC)N=CC2NC(=O)N[C@H]2[C@H](C2)F 1-(5-((6,7-difluoro-2,3-dihydrobenzo[b][1,4]dioxin-5-yl)amino)-7-(methylamino)pyrazolo[1,5-a]pyrimidin-3-yl)-3-((1R,2S)-2-fluorocyclopropyl)urea